4-(azetidin-1-yl)-8-(3,5-dichlorophenyl)-N-[(4S)-3,4-dihydro-2H-chromen-4-yl]quinoline-3-carboxamide N1(CCC1)C1=C(C=NC2=C(C=CC=C12)C1=CC(=CC(=C1)Cl)Cl)C(=O)N[C@H]1CCOC2=CC=CC=C12